OCC1(CCOCC1)NC(OC(C)(C)C)=O tert-butyl [4-(hydroxymethyl)tetrahydro-2H-pyran-4-yl]carbamate